NC=1C=NN(C1)C1C[C@H]2CC[C@@H](C1)N2C(=O)OC(C)(C)C (1R,3r,5S)-tert-butyl 3-(4-amino-1H-pyrazol-1-yl)-8-azabicyclo[3.2.1]octane-8-carboxylate